FC(CN1N=CC=2C1=CN=C(C2)[C@@H](C)NC(CC=2C=NC(=CC2)C2(CC2)C(F)(F)F)=O)(F)F (R)-N-(1-(1-(2,2,2-trifluoroethyl)-1H-pyrazolo[3,4-c]pyridin-5-yl)ethyl)-2-(6-(1-(trifluoromethyl)cyclopropyl)pyridin-3-yl)acetamide